(2S,4R)-N-((R)-3-([1,1'-biphenyl]-4-yl)-1-amino-1-oxopropan-2-yl)-1-((S)-2-cyclobutyl-2-(4-cyclopropyl-1H-1,2,3-triazol-1-yl)acetyl)-4-hydroxypyrrolidine-2-carboxamide C1(=CC=C(C=C1)C[C@H](C(=O)N)NC(=O)[C@H]1N(C[C@@H](C1)O)C([C@@H](N1N=NC(=C1)C1CC1)C1CCC1)=O)C1=CC=CC=C1